2-methoxyethyl (R)-4-((1-acryloylpiperidin-3-yl)amino)-1H-pyrrolo[2,3-b]pyridine-5-carboxylate C(C=C)(=O)N1C[C@@H](CCC1)NC1=C2C(=NC=C1C(=O)OCCOC)NC=C2